tert-butyl (3E)-3-[(benzenesulfonyl)methylidene]piperidine-1-carboxylate C1(=CC=CC=C1)S(=O)(=O)\C=C/1\CN(CCC1)C(=O)OC(C)(C)C